(S)-(5-(1,4-dimethyl-1H-pyrazol-5-yl)-1,3,4-oxadiazol-2-yl)(4-(4-fluoropyrazolo[1,5-a]pyridin-2-yl)-6,7-dihydro-1H-imidazo[4,5-c]pyridin-5(4H)-yl)methanone CN1N=CC(=C1C1=NN=C(O1)C(=O)N1[C@@H](C2=C(CC1)NC=N2)C2=NN1C(C(=CC=C1)F)=C2)C